COC1=C(C=CC(=C1)\C=C\C)O 2-methoxy-4-[(1E)-1-propen-yl]phenol